(1r,5s,8s)-8-((tert-butoxycarbonyl)(methyl)amino)-3-azabicyclo[3.2.1]octane-3-carboxylic acid benzyl ester C(C1=CC=CC=C1)OC(=O)N1C[C@H]2CC[C@@H](C1)C2N(C)C(=O)OC(C)(C)C